1-(2-((2-bromobenzyl)oxy)-6-hydroxyphenyl)ethan-1-one BrC1=C(COC2=C(C(=CC=C2)O)C(C)=O)C=CC=C1